COC=1C=C2CCN(CC2=CC1OC)CCC1=CC=C(C=C1)N1N=C(N=N1)C=1C=C(C=CC1[N+](=O)[O-])O 3-(2-(4-(2-(6,7-Dimethoxy-3,4-dihydroisoquinolin-2(1H)-yl)ethyl)phenyl)-2H-tetrazol-5-yl)-4-nitrophenol